6-(4-Trifluoromethylbenzyl)-5-oxo-1,4,5,6-tetrahydropyrido[3,4-C][1,8]naphthyridine FC(C1=CC=C(CN2C(C3=C(C=4C=CC=NC24)CC=NC3)=O)C=C1)(F)F